C(C)(C)N1C2=NC(=NC(=C2N=C1)NC1CCN(CC1)C(=O)OC)C methyl 4-((9-isopropyl-2-methyl-9H-purin-6-yl)amino)piperidine-1-carboxylate